trimethylolethanetriol Sodium [Na].C(O)C(C(O)(O)O)(CO)CO